C(C)(C)(C)C=1C=C(C=C(C1O)C(C)(C)C)OC 3,5-di-tert-butyl-4-hydroxyanisole